(tert-butyl 3-((6-amino-8-bromo-9-(3-bromobenzyl)-9H-purin-2-yl)oxy)propyl)carbamate C(C)(C)(C)C(CCNC([O-])=O)OC1=NC(=C2N=C(N(C2=N1)CC1=CC(=CC=C1)Br)Br)N